O1C(=NC2=C1C=CC=C2)CC=O 2-(BENZO[D]OXAZOL-2-YL)ACETALDEHYDE